2-hydroxy-5-(3,7-dihydroxy-4-oxo-2,3-dihydro-4H-chromen-2-yl)phenolate OC1=C(C=C(C=C1)C1OC2=CC(=CC=C2C(C1O)=O)O)[O-]